P(=[Se])([Se-])([O-])[O-] diselenophosphate